C(C1=CC=CC=C1)OC1=NC(=CC=C1C1=NN(C2=CC(=C(C=C12)F)N1CCN(CC1)[C@@H]1C(CN(CC1)C(=O)OC(C)(C)C)(F)F)C)OCC1=CC=CC=C1 tert-butyl (4S)-4-(4-{3-[2,6-bis(benzyloxy)pyridin-3-yl]-5-fluoro-1-methylindazol-6-yl}piperazin-1-yl)-3,3-difluoropiperidine-1-carboxylate